IC=1C(=NC(=CC1)OCCC(F)(F)F)C1=NN(C=C1)C 3-iodo-2-(1-methyl-1H-pyrazol-3-yl)-6-(3,3,3-trifluoropropoxy)pyridine